4-chloro-2-[4-[N-[[(2R)-1,4-dioxan-2-yl]methyl]-4-(trideuteriomethoxy)anilino]cyclohexyl]-5-[[(1R,5R,6S)-3-oxabicyclo[4.1.0]heptan-5-yl]methylamino]pyridazin-3-one ClC=1C(N(N=CC1NC[C@@H]1COC[C@@H]2C[C@H]12)C1CCC(CC1)N(C1=CC=C(C=C1)OC([2H])([2H])[2H])C[C@H]1OCCOC1)=O